(S)-5-(Azetidin-2-ylmethoxy)-N-(1-(7-(2,5-dimethylfuran-3-yl)quinolin-5-yl)cyclopropyl)-2-methylbenzamide N1[C@@H](CC1)COC=1C=CC(=C(C(=O)NC2(CC2)C2=C3C=CC=NC3=CC(=C2)C2=C(OC(=C2)C)C)C1)C